COC1=NC=C(C2=C1N=C(S2)NC(=O)N2CCC1(CCNC1=O)CC2)C2=CC=CC=C2 1-Oxo-2,8-diaza-spiro[4.5]decane-8-carboxylic acid (4-methoxy-7-phenyl-thiazolo[4,5-c]pyridin-2-yl)-amide